FC(C(=O)O)(F)F.OC(C)(C)C1=CC=C(C(=O)N)C=C1 4-(2-hydroxy-prop-2-yl)benzamide trifluoroacetate